ClC1=C(C=C(C=C1)N1C(CC[C@@H]1C1=NC2=C(N1[C@H]1CN(CC1)S(=O)(=O)C)C=CC(=C2)C=2C(=NOC2C)C)=O)F (R)-1-(4-chloro-3-fluorophenyl)-5-(5-(3,5-dimethylisoxazol-4-yl)-1-((R)-1-(methylsulfonyl)pyrrolidin-3-yl)-1H-benzo[d]imidazol-2-yl)pyrrolidin-2-one